(3-(6-((5-(difluoromethoxy)-1H-pyrazol-3-yl)amino)-1H-pyrazolo[3,4-b]pyrazin-1-yl)cyclobutyl)methanol FC(OC1=CC(=NN1)NC1=CN=C2C(=N1)N(N=C2)C2CC(C2)CO)F